FC1=CC2=CC(N=C2C=C1C(=O)NCC#C)=O 5-fluoro-2-oxo-N-(prop-2-yn-1-yl)indole-6-carboxamide